ClCC1=NSC(=N1)NC(=O)C=1OC=C(C1)C1=CC(=CC=C1)OC N-(3-(chloromethyl)-1,2,4-thiadiazol-5-yl)-4-(3-methoxyphenyl)furan-2-carboxamide